N-[1-(1-methylpyrazol-3-yl)ethyl]-5-[5-(trifluoromethyl)-1,2,4-oxadiazol-3-yl]pyrimidin-2-amine CN1N=C(C=C1)C(C)NC1=NC=C(C=N1)C1=NOC(=N1)C(F)(F)F